CN1N=C(C=C1C1CCC2(OCCO2)CC1)C(=O)OCC ethyl 1-methyl-5-(1,4-dioxaspiro[4.5]decan-8-yl)-1H-pyrazole-3-carboxylate